epsilon-oxohexanoic acid O=CCCCCC(=O)O